N-octadecyl-N-hexadecyl-methyl-ammonium tetrakis(heptafluoronaphthyl)borate FC=1C(=C(C(=C2C(=C(C(=C(C12)[B-](C1=C(C(=C(C2=C(C(=C(C(=C12)F)F)F)F)F)F)F)(C1=C(C(=C(C2=C(C(=C(C(=C12)F)F)F)F)F)F)F)C1=C(C(=C(C2=C(C(=C(C(=C12)F)F)F)F)F)F)F)F)F)F)F)F)F.C(CCCCCCCCCCCCCCCCC)[NH+](CCCCCCCCCCCCCCCC)C